(6-(4-(3-isopropylphenoxy)butyl)-1H-benzo[d]imidazol-2-yl)(piperazin-1-yl)methanone hydrochloride Cl.C(C)(C)C=1C=C(OCCCCC=2C=CC3=C(NC(=N3)C(=O)N3CCNCC3)C2)C=CC1